CC1C=CS(=O)(=O)O1 3-methyl-1-propene-1,3-Sulton